L-3,3',5-triiodo-L-thyronine IC=1C=C(C[C@H](N)C(=O)O)C=C(C1OC1=CC(=C(C=C1)O)I)I